ClC1=CC=C(C=C1)C(C)(C)C1=NOC(=N1)CC(C(=O)OC(C)(C)C)P(=O)(OCC)OCC tert-butyl 3-(3-(2-(4-chlorophenyl)propan-2-yl)-1,2,4-oxadiazol-5-yl)-2-(diethoxyphosphoryl)propanoate